ClC=1C=CC(=C2C=NN(C(C12)=O)C)CC1CC2(CN(C2)CCCC=2C=NNC(C2C(F)F)=O)C1 8-chloro-5-[[2-[3-[5-(difluoromethyl)-6-oxo-1H-pyridazin-4-yl]propyl]-2-azaspiro[3.3]heptan-6-yl]methyl]-2-methyl-phthalazin-1-one